1-(5-nitropyridin-2-yl)-4-(2,2,2-trifluoroethyl)piperazine [N+](=O)([O-])C=1C=CC(=NC1)N1CCN(CC1)CC(F)(F)F